FC=1C=C(C=C(C1OC1=C2C(=NC=C1)NC=C2C(C)C)F)NC(=O)NCC2(COC2)F N-(3,5-difluoro-4-{[3-(propan-2-yl)-1H-pyrrolo[2,3-b]pyridin-4-yl]oxy}phenyl)-N'-[(3-fluorooxetan-3-yl)methyl]urea